CN1C(=NC(=C1)C(F)(F)F)C=1C=C2CCC(C2=CC1)OC1OCCCC1 1-methyl-2-(1-((tetrahydro-2H-pyran-2-yl)oxy)-2,3-dihydro-1H-indene-5-yl)-4-(trifluoromethyl)-1H-imidazole